[N+](=O)([O-])C=1C=CC(=NC1)NC(C1=CC=C(C=C1)C(F)(F)F)=O N-(5-Nitropyridin-2-yl)-4-(trifluoromethyl)benzamide